FS(=O)(=O)Cl fluoro-sulfonyl chloride